FC(C1=CC=C(C=C1)N1C(N2N(CC=C3C2C=2C=CC=CC2OC3)C1=O)=O)(F)F 2-(4-(trifluoromethyl)phenyl)-5,12b-dihydro-1H,7H-chromeno[4,3-c][1,2,4]triazolo[1,2-a]pyridazin-1,3(2H)-dione